nonylamine oxide C(CCCCCCCC)[NH2]=O